(3S,4S) or (3R,4R)-4-[4-(2-{[1-(bicyclo[1.1.1]pentan-1-yl)-5-methyl-1H-pyrazol-4-yl]amino}-6-chloroquinazolin-7-yl)piperidin-1-yl]oxolan-3-ol C12(CC(C1)C2)N2N=CC(=C2C)NC2=NC1=CC(=C(C=C1C=N2)Cl)C2CCN(CC2)[C@@H]2[C@@H](COC2)O |o1:29,30|